5,7-DIMETHYL-2-(4-METHYLPHENYL)-1H-INDOLE-3-CARBOXALDEHYDE CC=1C=C2C(=C(NC2=C(C1)C)C1=CC=C(C=C1)C)C=O